BrC1=CC=C(C(=C1CC#N)F)F 2-(6-bromo-2,3-difluorophenyl)acetonitrile